4-(4-(2-aminopropan-2-yl)-8-fluoroquinolin-6-yl)-N-(1-(cyclopropylsulfonyl)piperidin-4-yl)-5-fluoropyrimidin-2-amine NC(C)(C)C1=CC=NC2=C(C=C(C=C12)C1=NC(=NC=C1F)NC1CCN(CC1)S(=O)(=O)C1CC1)F